C(C)(=O)N(N(C(=O)C1=CC=2C3=C(C(=NC2C=C1)N)COC3)CC3=NC=C(C=C3)C(F)(F)F)C N'-acetyl-4-amino-N'-methyl-N-[[5-(trifluoromethyl)-2-pyridyl]methyl]-1,3-dihydrofuro[3,4-c]quinoline-8-carbohydrazide